1-[5-{[(2,5-difluorophenyl)(2H2)methyl]oxy}-1-(3,3-dimethylbutyl)-1H-pyrazol-3-yl]-N-methyl(2H2)methanamine FC1=C(C=C(C=C1)F)C(OC1=CC(=NN1CCC(C)(C)C)C(NC)([2H])[2H])([2H])[2H]